BrCC1=C(C(=O)OC)C=CC(=C1Cl)F methyl 2-(bromomethyl)-3-chloro-4-fluorobenzoate